3-(6,6-dimethyl-6,7-dihydro-5H-pyrrolo[1,2-a]imidazol-2-yl)-4-fluoro-N-(4-methoxybenzyl)-N-methylbenzenesulfonamide CC1(CC=2N(C=C(N2)C=2C=C(C=CC2F)S(=O)(=O)N(C)CC2=CC=C(C=C2)OC)C1)C